OC1C[C@H](NC1)C(=O)OC methyl (2S)-4-hydroxypyrrolidine-2-carboxylate